[Na+].[Na+].CCS(=O)(=O)[O-].CCS(=O)(=O)[O-] bis(2-ethansulfonic acid) disodium salt